The molecule is a ferulic acid consisting of cis-cinnamic acid bearing methoxy and hydroxy substituents at positions 3 and 4 respectively on the phenyl ring. It has a role as a platelet aggregation inhibitor and a plant metabolite. It derives from a cis-cinnamic acid. COC1=C(C=CC(=C1)/C=C\\C(=O)O)O